C(C)(=O)N1CCC(CC1)C1=CC2=C(N=CN=C2N[C@H](C)C2=C(C(=CC=C2)C(F)F)C(F)F)N(C1=O)C 6-(1-acetylpiperidin-4-yl)-4-{[(1R)-1-[2,3-bis(difluoromethyl)phenyl]ethyl]amino}-8-methyl-7H,8H-pyrido[2,3-d]pyrimidin-7-one